ClC1=NC=C(C=C1NC(=O)C=1C=C2C=CC(=NC2=CC1)OCCN1CCCC1)NC(=O)C1=CC2=C(OCCO2)C=C1 N-(2-Chloro-5-(2,3-dihydrobenzo[b][1,4]dioxine-6-carboxamido)pyridin-3-yl)-2-(2-(pyrrolidin-1-yl)ethoxy)quinoline-6-carboxamide